N-[(5-cyano-2-fluoro-3-methoxyphenyl)-methyl]-5-fluoro-6-methoxypyridine-3-carboxamide C(#N)C=1C=C(C(=C(C1)CNC(=O)C=1C=NC(=C(C1)F)OC)F)OC